NC1=C(C=C(C=N1)C=1C=C2N(N1)CC[C@]21CN(CC1)C(=O)NC(C)(C)C1=C(C=CC=C1)F)C(F)(F)F |r| (rac)-2'-[6-amino-5-(trifluoromethyl)pyridin-3-yl]-N-[2-(2-fluorophenyl)propan-2-yl]-5',6'-dihydrospiro[pyrrolidine-3,4'-pyrrolo[1,2-b]pyrazole]-1-carboxamide